C(CCC)(=O)OC1CCC2C3CCC4CCCC4C3C=CC2=C1 2,3,8,9,10,11,12,13,14,15,16,17-dodecahydro-1H-cyclopenta[a]phenanthren-3-yl butyrate